3-(2-(((5-((dimethylamino)methyl)furan-2-yl)methyl)thio)ethyl)urea CN(C)CC1=CC=C(O1)CSCCNC(N)=O